BrC=1C=C(C=CC1)C1(COC1)CCO 2-(3-(3-bromophenyl)oxetan-3-yl)ethan-1-ol